[N+](=O)([O-])C1=CC=C(C=C1)N1CCN(CC1)C1CC2(C1)CCN(CC2)C(=O)OC(C)(C)C tert-butyl 2-[4-(4-nitrophenyl) piperazin-1-yl]-7-azaspiro[3.5]nonane-7-carboxylate